C(=O)C1C(CN(CC1C)C(=O)OC(C)(C)C)C tert-butyl 4-formyl-3,5-dimethyl-piperidine-1-carboxylate